N-[(E)-(2-bromo-3,4,6-trifluorophenyl)methylidene]hydroxyamine BrC1=C(C(=CC(=C1F)F)F)\C=N\O